2-methyl-4-[[4-[2-nitro-4-(trifluoromethyl)phenyl]-1-piperazinyl]carbonyl]-1(2H)-phthalazinone CN1C(C2=CC=CC=C2C(=N1)C(=O)N1CCN(CC1)C1=C(C=C(C=C1)C(F)(F)F)[N+](=O)[O-])=O